2-[[3-(4-fluorophenyl)-3,4,6,7-tetrahydro-4-oxothieno[3,2-d]pyrimidin-2-yl]thio]-N-(6-methyl-2-benzothiazolyl)acetamide FC1=CC=C(C=C1)N1C(=NC2=C(C1=O)SCC2)SCC(=O)NC=2SC1=C(N2)C=CC(=C1)C